2-{[4-({2-[(2,4-dichlorophenoxy)methyl]pyridin-4-yl}methyl)-4-(hydroxymethyl)piperidin-1-yl]methyl}-1-[(1-ethyl-1H-imidazol-5-yl)methyl]-1H-1,3-benzodiazole-6-carboxylic acid ClC1=C(OCC2=NC=CC(=C2)CC2(CCN(CC2)CC2=NC3=C(N2CC2=CN=CN2CC)C=C(C=C3)C(=O)O)CO)C=CC(=C1)Cl